COC(CC(C)=O)(C)C 4-methoxy-4-methyl-pentanone